NCC(C)N(C=1C=C2N(CCC3=CC(=C(C=C23)OC)OC)C(N1)=O)C1=C(C=C(C=C1OC)C)OC 2-[(1-aminopropan-2-yl)(2,6-dimethoxy-4-methylphenyl)amino]-9,10-dimethoxy-6h,7h-pyrimido[4,3-a]isoquinolin-4-one